C(OC(C)(C)C)(OC(CC)=O)=O Tert-Butyl Propionyl Carbonate